[K].FC=1C=C2C(CC(C2=C(C1)C(C)C)C(=O)NS(=O)(=O)C=1SC=C(C1)C(C)(C)O)(C)C 5-Fluoro-N-((4-(2-hydroxypropan-2-yl)thiophen-2-yl)sulfonyl)-7-isopropyl-3,3-dimethyl-2,3-dihydro-1H-indene-1-carboxamide, potassium salt